C1(CCCCC1)COC=1C(=C(C=C(C1C)C1=C(C=CC(=C1)C)S(=O)(=O)[O-])C1=C(C=CC(=C1)C)S(=O)(=O)[O-])C=O 5-(Cyclohexylmethoxy)-4-formyl-6-methyl-1,3-phenylenedi(4-methylbenzenesulfonate)